[2-[[(2R)-2-[[(2R)-2-amino-3-phenyl-propionyl]amino]-6,6,6-trifluoro-hexanoyl]amino]hexanoyl]piperidine-4-carboxylic acid tri-trifluoroacetate FC(C(=O)O)(F)F.FC(C(=O)O)(F)F.FC(C(=O)O)(F)F.N[C@@H](C(=O)N[C@@H](C(=O)NC(C(=O)N1CCC(CC1)C(=O)O)CCCC)CCCC(F)(F)F)CC1=CC=CC=C1